CN(C1=CC=C2CN(C(C2=C1C(F)(F)F)=O)C1C(NC(CC1)=O)=O)C 3-(6-(dimethylamino)-1-oxo-7-(trifluoromethyl)isoindolin-2-yl)piperidine-2,6-dione